ClC1=CC=C(C=C1)N1CCN(C2=CC=CC=C12)CCCN1CCCCC1 1-(4-(4-chlorophenyl)-3,4-dihydroquinoxalin-1(2H)-yl)-3-(piperidin-1-yl)propan